C(C)N(CC)CC=1C=CC(=NC1)/C=C/C1=NN(C2=CC(=CC=C12)N)C1OCCCC1 3-[(trans)-2-[5-(diethylaminomethyl)-2-pyridyl]vinyl]-1-tetrahydropyran-2-yl-indazol-6-amine